C(C)(C)(C)OC(=O)N[C@H]1CN(C[C@H]1C)C=1N=CC(=NC1)C(=O)OC methyl 5-((3R,4R)-3-((tert-butoxycarbonyl)amino)-4-methylpyrrolidin-1-yl)pyrazine-2-carboxylate